aluminium aluminium phosphate P(=O)([O-])([O-])[O-].[Al+3].[Al+3].P(=O)([O-])([O-])[O-]